trans-cyclooct-4-eneone C1(CC\C=C\CCC1)=O